4-acetyl-4-(fluoromethyl)piperidine-1-carboxylic acid tert-butyl ester C(C)(C)(C)OC(=O)N1CCC(CC1)(CF)C(C)=O